NC=1C(N(C(=NC1N)OC)C)=O 5,6-diamino-2-methoxy-3-methylpyrimidin-4(3H)-one